5-ethoxy-N-((3R,4S)-3-methylpiperidin-4-yl)-6-(1H-pyrazol-4-yl)-[1,2,4]triazolo[1,5-a]pyridin-2-amine C(C)OC1=C(C=CC=2N1N=C(N2)N[C@@H]2[C@@H](CNCC2)C)C=2C=NNC2